C(CC(C)C)[Sn](OC(C)(C)C)(OC(C)(C)C)OC(C)(C)C isopentyltris(t-butoxy)tin